ethyl 4-(4-methyl-1,4-diazepan-1-yl)-8-oxo-11-thia-1,3,5-triazatetracyclo[8.7.0.02,7.012,17]heptadeca-2(7),3,5,9,12,14,16-heptaene-9-carboxylate CN1CCN(CCC1)C1=NC=2N3C4=CC=CC=C4SC3=C(C(C2C=N1)=O)C(=O)OCC